6-[(4-methoxyphenyl)methyl]-2,4,6,9,10-pentazatetracyclo[7.5.2.05,15.012,16]hexadecane-1(2),3,5(15),10,12(16),13-hexaene COC1=CC=C(C=C1)CN1C=2N=CN=C3C=CC=4C=NN(CC1)C4C32